(3Z,6Z)-3,7,11-trimethyl-1,3,6,10-dodecatetraene C/C(/C=C)=C/C\C=C(/CCC=C(C)C)\C